(R)-4-(chloroformyl)-2-methylpiperazine-1-carboxylic acid tert-butyl ester C(C)(C)(C)OC(=O)N1[C@@H](CN(CC1)C(=O)Cl)C